2-[(2-methylpropan-2-yl)oxycarbonyl]-3,4-dihydro-1H-isoquinoline-6-carboxylic acid CC(C)(C)OC(=O)N1CC2=CC=C(C=C2CC1)C(=O)O